C(C)OC(CC1CCC(CC1)(C(F)(F)F)O)=O 2-[4-hydroxy-4-(trifluoromethyl)cyclohexyl]acetic acid ethyl ester